The molecule is a 1,2-diacyl-sn-glycerol that has palmitoyl and palmitoleoyl as 1- and 2-acyl groups respectively. It has a role as a mouse metabolite. It derives from a palmitoleic acid and a hexadecanoic acid. CCCCCCCCCCCCCCCC(=O)OC[C@H](CO)OC(=O)CCCCCCC/C=C\\CCCCCC